COC(=O)C=1SC=C(C1CBr)Br bromo-3-(bromomethyl)thiophene-2-carboxylic acid methyl ester